FC=1C(=CC(=NC1)OC)C1=CC(=NN1)C(=O)N1C2(CC2)C[C@@H](CC1)C(=O)N[C@@H]1CN([C@@H](CC1)C(F)(F)F)C (R)-4-(5-(5-fluoro-2-methoxypyridin-4-yl)-1H-pyrazole-3-carbonyl)-N-((3s,6s)-1-methyl-6-(trifluoromethyl)piperidin-3-yl)-4-azaspiro[2.5]octane-7-carboxamide